C(=O)O.C(C)(C)(C)OC(N(C)CCC[C@@H](CC(=O)NC=1SC(=C(N1)C)C(C)(C)C)NC1=NC=CC2=CC=C(C=C12)C1=NOC(=N1)C)=O N-[(4S)-6-[(5-tert-butyl-4-methyl-thiazol-2-yl)amino]-4-[[7-(5-methyl-1,2,4-oxadiazol-3-yl)-1-isoquinolinyl]amino]-6-oxo-hexyl]-N-methyl-carbamic acid tert-butyl ester formate